3-bromo-2-ethyl-6-(ethylthio)pyridine BrC=1C(=NC(=CC1)SCC)CC